C(#N)CCCC(C(C)C#N)C#N 1,4,5-tricyanohexane